N[C@H]1CN(CCC1)C1=C2C(=NC=C1)N(C(=N2)C2=CC(=C(C#N)C=C2)F)C2CCCCC2 (R)-4-(7-(3-aminopiperidin-1-yl)-3-cyclohexyl-3H-imidazo[4,5-b]pyridin-2-yl)-2-fluorobenzonitrile